(3-methylimidazo[4,5-c]pyridin-7-yl)-3-[[3-methyl-1-[rel-(2R)-2,3-difluoropropyl]pyrazol-4-yl]amino]pyrazine-2-carboxamide CN1C=NC2=C1C=NC=C2C=2N=C(C(=NC2)C(=O)N)NC=2C(=NN(C2)C[C@H](CF)F)C |o1:26|